S1C2=C(C(=C1)C=1N=NN(C1)S(=O)(=O)C)C=CC=C2 4-(benzo[b]thiophen-3-yl)-1-(methylsulfonyl)-1H-1,2,3-triazole